6-bromo-7-fluoro-1-benzothiophene-2-carboxylic acid BrC1=C(C2=C(C=C(S2)C(=O)O)C=C1)F